O1CCC2C=3C(=CC=CC13)CCC2NC(OCC2=CC=CC=C2)=O Benzyl (2,3,3a,4,5,6-hexahydrobenzo[de]chromen-4-yl)carbamate